ClC1=NC=C(C(=N1)NC(C1=C(C=CC=C1OC)F)=O)Cl N-(2,5-dichloropyrimidin-4-yl)-2-fluoro-6-methoxybenzamide